N-((1-(17-azido-3,6,9,12,15-pentaoxaheptadecyl)-1H-imidazol-2-yl)methyl)-2-(ethylthio)-N-(2-(ethylthio)ethyl)ethan-1-amine N(=[N+]=[N-])CCOCCOCCOCCOCCOCCN1C(=NC=C1)CN(CCSCC)CCSCC